5-[4-(4-methoxy-benzenesulfonyl)-piperazin-1-yl]-benzofuran-2-carboxylic acid amide COC1=CC=C(C=C1)S(=O)(=O)N1CCN(CC1)C=1C=CC2=C(C=C(O2)C(=O)N)C1